BrC=1C=C2CCC(OC2=CC1)C(C(=O)OC(C)(C)C)(C)O tert-butyl 2-(6-bromochroman-2-yl)-2-hydroxypropionate